CC1(CC(C1)NC=1N=CC2=C(N1)NC=C2C=2C=C1N=CC=NC1=CC2)NC(C)=O N-((1s,3s)-1-methyl-3-((5-(quinoxalin-6-yl)-7H-pyrrolo[2,3-d]pyrimidin-2-yl)amino)cyclobutyl)acetamide